N-[4-(1-{[4-(propan-2-yloxy)phenyl]carbonyl}piperidin-4-yl)butyl]imidazo[1,2-a]pyridine-6-carboxamide CC(C)OC1=CC=C(C=C1)C(=O)N1CCC(CC1)CCCCNC(=O)C=1C=CC=2N(C1)C=CN2